C(=O)(O)CCCC1=C(C=CC=C1)P(C1=CC=CC=C1)C1=CC=CC=C1 (3-carboxypropyl)-Triphenylphosphine